yttrium oxygen calcium borate B([O-])([O-])[O-].[Ca+2].[O+2].[Y+3]